(1S,2R)-2-(2-((5-chloro-4-(5,5-dimethyl-5,6-dihydro-4H-pyrrolo[1,2-b]pyrazol-3-yl)pyridin-2-yl)amino)-2-oxoethyl)-N-methylcyclopentane-1-carboxamide ClC=1C(=CC(=NC1)NC(C[C@@H]1[C@H](CCC1)C(=O)NC)=O)C1=C2N(N=C1)CC(C2)(C)C